3-bromo-6-fluoro-4-methyl-2-((trimethylsilyl)ethynyl)aniline BrC=1C(=C(N)C(=CC1C)F)C#C[Si](C)(C)C